ClC=1C=CC(=C(C1)C1=CC(N(C=C1OC)C(C(=O)OC)CC1=CC=CC=C1)=O)N1N=NC(=C1)Cl methyl 2-(4-(5-chloro-2-(4-chloro-1H-1,2,3-triazol-1-yl) phenyl)-5-methoxy-2-oxopyridin-1(2H)-yl)-3-phenylpropionate